NC1CCC12CC(C2)C(=O)NC=2C(=NC=C(C2)Cl)O amino-N-(5-chloro-2-hydroxy-3-pyridinyl)spiro[3.3]Heptane-6-carboxamide